FC=1C=C2C(=CC=NC2=CC1)C1CCC(CC1)C(C)O (4-(6-fluoroquinolin-4-yl)cyclohexyl)ethan-1-ol